C(C)OC(C(CC1=CC=C(C=C1)OCCOCCOCC)OS(=O)(=O)C)=O 3-{4-[2-(2-ethoxyethoxy)ethoxy]phenyl}-2-[(methylsulfonyl)oxy]propanoic acid ethyl ester